FC1CN(CC1)CCO 2-(3-fluoropyrrolidin-1-yl)ethan-1-ol